C1(CC1)C(=O)NC1=CC=C(C=N1)C1=CN=C2N1C=C(N=C2)C(=O)N(C)C2=CC(=C(C=C2)F)OC 3-[6-(cyclopropanecarbonylamino)-3-pyridyl]-N-(4-fluoro-3-methoxy-phenyl)-N-methyl-imidazo[1,2-a]pyrazine-6-carboxamide